6-nonene-1-ol C(CCCCC=CCC)O